ClC1=CC2=C(N(C(N=C2N2C[C@H](N(C[C@@H]2C)C(=O)OC(C)(C)C)C)=O)C=2C(=NC=CC2C)C(C)C)N=C1C1=C(C=CC=C1SC)F tert-Butyl (2R,5S)-4-(6-chloro-7-(2-fluoro-6-(methylthio)phenyl)-1-(2-isopropyl-4-methylpyridin-3-yl)-2-oxo-1,2-dihydropyrido[2,3-d]pyrimidin-4-yl)-2,5-dimethylpiperazine-1-carboxylate